sorbitol monocitrate C(CC(O)(C(=O)O)CC(=O)O)(=O)O.OC[C@H](O)[C@@H](O)[C@H](O)[C@H](O)CO